2-(4-chlorobenzyl)-6-(2-((3-fluorooxetan-3-yl)methoxy)pyrimidin-5-yl)pyridazin-3(2H)-one ClC1=CC=C(CN2N=C(C=CC2=O)C=2C=NC(=NC2)OCC2(COC2)F)C=C1